NC=1N=NC(=CC1N1CC2CCC(C1)N2C2=NC=C(C=N2)N2CC1(CN(C1)C1CC3(CC(C3)C(=O)OC)C1)C2)C2=C(C=CC=C2)O methyl 6-(6-(2-(3-(3-amino-6-(2-hydroxyphenyl)pyridazin-4-yl)-3,8-diazabicyclo[3.2.1]octan-8-yl)pyrimidin-5-yl)-2,6-diazaspiro[3.3]heptan-2-yl)spiro[3.3]heptane-2-carboxylate